Methyl (2S)-5-oxo-1,4-oxazepane-2-carboxylate O=C1NC[C@H](OCC1)C(=O)OC